4-chloro-N-(1,1-dimethylsilocan-5-ylidene)-6-methyl-1H-pyrrolo[2,3-b]pyridine-2-carboxamide ClC1=C2C(=NC(=C1)C)NC(=C2)C(=O)N=C2CCC[Si](CCC2)(C)C